1-(4-chlorophenyl)-N-(4-nitrophenyl)-1H-1,2,4-triazole-3-carboxamide ClC1=CC=C(C=C1)N1N=C(N=C1)C(=O)NC1=CC=C(C=C1)[N+](=O)[O-]